C[C@@]1(C(NCC1)=O)C=1OC(=NN1)C1=NC=CN=C1NC1=CC=C(C=C1)C(F)(F)F (S)-3-Methyl-3-(5-(3-((4-(trifluoromethyl)phenyl)amino)pyrazin-2-yl)-1,3,4-oxadiazol-2-yl)pyrrolidin-2-one